2'-bromo-N-(2'-amino-[1,1'-biphenyl]-3-yl)-N-phenyl-[1,1'-biphenyl]-3-amine BrC1=C(C=CC=C1)C1=CC(=CC=C1)N(C1=CC=CC=C1)C=1C=C(C=CC1)C1=C(C=CC=C1)N